BrC1=CC(=C(CN2C(C=CC3=C2N=C(N=C3)SC)=O)C=C1)F 8-(4-bromo-2-fluorobenzyl)-2-(methylsulfanyl)pyrido[2,3-d]pyrimidin-7(8H)-one